(R)-4-(1-(3-(Difluoromethyl)phenyl)-2,5-dioxo-1,2,3,4,5,6,7,8-octahydropyrido[4,3-d]-pyrimidin-4-yl)benzonitrile FC(C=1C=C(C=CC1)N1C(N[C@@H](C2=C1CCNC2=O)C2=CC=C(C#N)C=C2)=O)F